N-cyclopropyl-4-[7-[(5-cyclopropyl-1,3,4-oxadiazol-2-yl)methoxy]imidazo[1,2-a]pyridin-3-yl]-2-(difluoromethoxy)-6-methoxy-benzamide C1(CC1)NC(C1=C(C=C(C=C1OC)C1=CN=C2N1C=CC(=C2)OCC=2OC(=NN2)C2CC2)OC(F)F)=O